The molecule is a dihydroxydocosapentaenoic acid (DiHDPE) that is (7Z,10Z,13E,14E,19Z)-docosapentaenoic acid carrying two hydroxy substituents at the 16 and 17-S positions. It is an intermediate of specialised proresolving mediators. It has a role as a human xenobiotic metabolite and a specialised pro-resolving mediator. It is a conjugate acid of a 16,17(S)-dihydroxy-(7Z,10Z,13E,14E,19Z)-docosapentaenoate. CC/C=C\\C[C@@H](C(/C=C/C=C/C=C\\C/C=C\\CCCCCC(=O)O)O)O